ClC1=C(C=CC=C1C1=C(C(=NC=C1)C1=CC2=C(CN(CCN2C)C[C@H](C)O)C=C1)Cl)C1=CC=C(C(=N1)OC)CNC[C@@H]1CCC(N1)=O (5S)-5-[[[6-[2-chloro-3-[3-chloro-2-[4-[(2S)-2-hydroxypropyl]-1-methyl-3,5-dihydro-2H-1,4-benzodiazepin-8-yl]-4-pyridyl]phenyl]-2-methoxy-3-pyridyl]methylamino]methyl]pyrrolidin-2-one